C(C1C(CCCCCCCCCCC)O1)O racemic-2,3-epoxy-1-tetradecanol